C(C)(C)(C)N(CCN)C(C)(C)C N,N-bis(tert-butyl)ethylenediamine